C1[C@H](OC2=CC(=CC(=C2C1=O)[O-])O)C3=CC=C(C=C3)O The molecule is a flavonoid oxoanion that is the conjugate base of (S)-naringenin, arising from selective deprotonation of the 7-hydroxy group; major species at pH 7.3. It is a conjugate base of a (S)-naringenin.